[Cl-].NC1=C(C=CC=C1)C1=CC=CC=C1 (2'-aminobiphenyl) chloride